CN(CCCNC(CC)=O)CCCC1=NC=CC=C1 N-(3-{methyl-[3-(pyridin-2-yl)propyl]amino}propyl)propanamide